(4-bromo-3-fluoro-2-methylphenyl)(cyclopropyl)sulfane BrC1=C(C(=C(C=C1)SC1CC1)C)F